C(C)OC(C(C)(C1=NC=CC=C1[N+](=O)[O-])C)=O 2-methyl-2-(3-nitropyridin-2-yl)propionic acid ethyl ester